2-methoxy-5-(2-phenylthiazole-4-carboxamido)pyridine-3-sulfonyl chloride COC1=NC=C(C=C1S(=O)(=O)Cl)NC(=O)C=1N=C(SC1)C1=CC=CC=C1